5-Bromo-4-fluoro-N-isopropyl-2-methylbenzamide BrC=1C(=CC(=C(C(=O)NC(C)C)C1)C)F